silver decane CCCCCCCCCC.[Ag]